[Si](C1=CC=CC=C1)(C1=CC=CC=C1)(C(C)(C)C)OCCN[C@@H](CO)C (R)-2-((2-((tert-butyldiphenylsilyl)oxy)ethyl)amino)propan-1-ol